The molecule is a glycosyloxyflavone that is the 7-O-beta-D-galactopyranosyl derivative of acacetin. It is isolated from the flowering heads of Chrysanthemum morifolium and has been found to possess potent anti-HIV activity. It has a role as a metabolite and an anti-HIV agent. It is a glycosyloxyflavone, a monohydroxyflavone, a monomethoxyflavone and a beta-D-galactoside. It derives from a 5,7-dihydroxy-4'-methoxyflavone. COC1=CC=C(C=C1)C2=CC(=O)C3=C(C=C(C=C3O2)O[C@H]4[C@@H]([C@H]([C@H]([C@H](O4)CO)O)O)O)O